C(C)(C)(C)OC(=O)N1CCOC2(CCNC2)C1 6-oxa-2,9-diazaspiro[4.5]decane-9-carboxylic acid tert-butyl ester